N1=C(C=CC=2CCCNC12)CCCN1C[C@@H](CCC1)C(=O)NC(CC(=O)O)C1=CC=CC=2CCCCC12 3-((R)-1-(3-(5,6,7,8-tetrahydro-1,8-naphthyridin-2-yl)propyl)piperidine-3-carboxamido)-3-(5,6,7,8-tetrahydronaphthalen-1-yl)propanoic acid